ClC1=C(N=C(NC1=O)C=1N(N=CC1)C)N1C(CNCC1)C 5-chloro-4-[2-methylpiperazin-1-yl]-2-(2-methylpyrazol-3-yl)-1H-pyrimidin-6-one